2-((R)-1-(1-(3-isopropyl-1,2,4-oxadiazol-5-yl)piperidin-4-yl)ethoxy)-6-(6-(trifluoromethyl)pyridin-3-yl)imidazo[2,1-b][1,3,4]thiadiazol C(C)(C)C1=NOC(=N1)N1CCC(CC1)[C@@H](C)OC1=NN2C(S1)=NC(=C2)C=2C=NC(=CC2)C(F)(F)F